FC1(CN(C1)CC(=O)NC=1N=NN(C1)CC(CCN1N=NC(=C1)C(=O)NCC=1C=NC(=CC1)C)F)F 1-(4-{4-[2-(3,3-difluoroazetidin-1-yl)acetamido]-1H-1,2,3-triazol-1-yl}-3-fluorobutyl)-N-[(6-methylpyridin-3-yl)methyl]-1H-1,2,3-triazole-4-carboxamide